(3R)-8-(2-tert-butylpyrimidin-5-yl)-3-methyl-6-oxo-2H,3H,4H,6H-pyrimido[2,1-b][1,3]thiazine-7-carbonitrile C(C)(C)(C)C1=NC=C(C=N1)C=1N=C2SC[C@@H](CN2C(C1C#N)=O)C